5-(4-methoxy-3-(3-methoxypropoxy)phenyl)-2,2-dimethylcyclohexylamine COC1=C(C=C(C=C1)C1CCC(C(C1)N)(C)C)OCCCOC